1-methyl-6-(4,4,5,5-tetramethyl-1,3,2-dioxaborolan-2-yl)-3,4-dihydroquinolin-2(1H)-one CN1C(CCC2=CC(=CC=C12)B1OC(C(O1)(C)C)(C)C)=O